ONC1(N(C(N(C(=N1)N)O)(N(CO)O)O)O)O Hexa-Hydroxymethylolmelamine